CN(CCSC=1C=2N(C=C(C1)C=1C=NN(C1)[C@@H]1CNCCC1)N=CC2C#N)C 4-[2-(dimethylamino)ethylsulfanyl]-6-[1-[(3S)-3-piperidyl]pyrazol-4-yl]pyrazolo[1,5-a]pyridine-3-carbonitrile